[I-].[NH2+]1C=CC2=CC=CC=C12 Indolium iodide